C=CC=CCCCCCCCCCCCCCCCCCCCCCCCCC nonacosdiene